4-acryl-5-methyl-3,4-dihydroquinoxalin C(=O)(C=C)N1CC=NC2=CC=CC(=C12)C